C(#N)C(C(=O)OCC)=NO ethyl cyanoglyoxylate-2-oxime